NC(C[C@@H](C#CC=1N(C=CN1)C)NC(=O)[C@H]1N(CCC1)C(=O)C1(CC1)C1=CC=C(C=C1)OC(F)(F)F)=O (2S)-N-[(1S)-1-(2-Amino-2-oxo-ethyl)-3-(1-methylimidazol-2-yl)prop-2-ynyl]-1-[1-[4-(trifluoromethoxy)phenyl]cyclopropanecarbonyl]pyrrolidine-2-carboxamide